C(CC)OC(C1=C(C=C(C(=C1)OCCC)OCCC)N)=O 2-amino-4,5-dipropoxybenzoic acid propyl ester